1-(4-(4-tert-butyl-benzooxazol-2-yl)phenyl)-3-(4-tert-butyl-styryl)-5-(4-tert-butyl-phenyl)-pyrazoline C(C)(C)(C)C1=CC=CC2=C1N=C(O2)C2=CC=C(C=C2)N2NC(=CC2C2=CC=C(C=C2)C(C)(C)C)C=CC2=CC=C(C=C2)C(C)(C)C